hydroxy-4-methoxy-2-methylbenzoic acid OC=1C(=C(C(=O)O)C=CC1OC)C